5-bromo-3-chloro-8,9-dihydro-7H-cyclopenta[H]Isoquinoline BrC1=C2C=C(N=CC2=C2C(=C1)CCC2)Cl